5-bromo-6-(2-imidazoline-2-ylamino)quinoxaline D-tartrate C(=O)(O)[C@@H](O)[C@H](O)C(=O)O.BrC1=C2N=CC=NC2=CC=C1NC=1NCCN1